IC1=NC=C(C=C1O)C 2-Iodo-5-methyl-3-hydroxypyridine